3-(6-chloro-4-(hydroxymethyl)-1H-pyrrolo[2,3-b]pyridin-1-yl)azetidine-1-carboxylic acid tert-butyl ester C(C)(C)(C)OC(=O)N1CC(C1)N1C=CC=2C1=NC(=CC2CO)Cl